Cl.C1C2=C(OC1)C=CC=1CCC(C12)CCN (E)-2-(1,6,7,8-tetrahydro-2H-indeno[5,4-b]furan-8-yl)ethylamine hydrochloride